C(C1=CC=CC=C1)N1CC2=C(N=C(N=C2N)NC2=CC(=CC=C2)OC)CC1 6-benzyl-N2-(3-methoxyphenyl)-5,6,7,8-tetrahydropyrido[4,3-d]pyrimidine-2,4-diamine